c-6-phospho-D-glucono-1,5-lactone P(=O)(O)(O)OC[C@@H]1[C@H]([C@@H]([C@H](C(=O)O1)O)O)O